5-(1,2,3,4-tetrahydronaphthalene-1-sulfonylamino)-1,3-thiazole-4-carboxylic acid C1(CCCC2=CC=CC=C12)S(=O)(=O)NC1=C(N=CS1)C(=O)O